N-((5-bromo-4-methylpyridin-2-yl)methyl)cyclopropylamine BrC=1C(=CC(=NC1)CNC1CC1)C